4-(tert-butyl) (R)-2-(((5-bromo-1-oxo-1,3-dihydroisobenzofuran-4-yl)oxy)methyl)piperazine-1,4-dicarboxylate BrC=1C(=C2COC(C2=CC1)=O)OC[C@@H]1N(CCN(C1)C(=O)OC(C)(C)C)C(=O)[O-]